N(=[N+]=[N-])C(COCCOCCOCCOCCOCCOCCOCCOCCCC(COCC(=O)N[C@H](C(=O)NC1=CC=C(C=C1)CO)CCCCNC(C1=CC=CC=C1)(C1=CC=CC=C1)C1=CC=C(C=C1)OC)=O)CCC (S)-2-(32-azido-5-oxo-3,9,12,15,18,21,24,27,30-nonaoxa-3,9-diazapentatriacontanamido)-N-(4-(hydroxymethyl)phenyl)-6-(((4-methoxyphenyl)benzhydryl)amino)caproamide